O=C1NC(CC[C@@H]1C1=CC=C(C=C1)N1CCC(CC1)CCN1CCC(CC1)S(=O)(=O)NCC1(CCN(CC1)C1=CN=NC(=C1)C1=C(C=CC=C1)O)C1=CC=CC=C1)=O |r| RAC-1-(2-(1-(4-(2,6-DIOXOPIPERIDIN-3-YL)PHENYL)PIPERIDIN-4-YL)ETHYL)-N-((1-(6-(2-HYDROXYPHENYL)PYRIDAZIN-4-YL)-4-PHENYLPIPERIDIN-4-YL)METHYL)PIPERIDINE-4-SULFONAMIDE